BrC=1C(=C2C3(C(N(C(C2=CC1)=O)CC(=O)NC1=NC=C(C=C1F)C#N)=O)CC3)F 2-(6'-Bromo-5'-fluoro-1',3'-dioxospiro[cyclopropan-1,4'-isoquinoline]-2'-yl)-N-(5-cyano-3-fluoropyridin-2-yl)acetamide